5-((4-methylphenyl)methoxy)isobenzofuran CC1=CC=C(C=C1)COC1=CC2=COC=C2C=C1